4-(3,8-diazabicyclo[3.2.1]oct-3-yl)-6-(5-fluoro-2-methoxypyridin-4-yl)pyrrolo[1,2-b]pyridazine C12CN(CC(CC1)N2)C=2C=1N(N=CC2)C=C(C1)C1=CC(=NC=C1F)OC